1-(2-bromo-4-chlorophenyl)-1H-imidazole-4-carbaldehyde BrC1=C(C=CC(=C1)Cl)N1C=NC(=C1)C=O